3-(1-oxo-5-(7-(((2-phenylpropan-2-yl)amino)methyl)imidazo[1,5-a]pyridin-5-yl)isoindolin-2-yl)piperidine-2,6-dione O=C1N(CC2=CC(=CC=C12)C1=CC(=CC=2N1C=NC2)CNC(C)(C)C2=CC=CC=C2)C2C(NC(CC2)=O)=O